5-(3-(3-acetoxy-2,2-dimethylpropyl)-2-(5-(4-cyclopropylpiperazin-1-yl)-2-((S)-1-methoxyethyl)pyridin-3-yl)-1-(2,2,2-trifluoroethyl)-1H-indol-5-yl)-3,6-dihydropyridin C(C)(=O)OCC(CC1=C(N(C2=CC=C(C=C12)C1=CCC=NC1)CC(F)(F)F)C=1C(=NC=C(C1)N1CCN(CC1)C1CC1)[C@H](C)OC)(C)C